tert-butyl N-(5-bromo-2-iodo-phenyl)carbamate BrC=1C=CC(=C(C1)NC(OC(C)(C)C)=O)I